(R)-N-(1-(1H-tetrazol-5-yl)piperidin-3-yl)-1-(4-chlorophenyl)cyclopropane-1-carboxamide N1N=NN=C1N1C[C@@H](CCC1)NC(=O)C1(CC1)C1=CC=C(C=C1)Cl